C(#N)[C@H]1N(CC(C1)(F)F)C([C@H](C)C=1N=C(SC1C(=O)N)C1=CC=CC=C1)=O [(1R)-2-[(2S)-2-cyano-4,4-difluoro-1-pyrrolidinyl]-1-methyl-2-oxoethyl]-2-phenyl-5-thiazolecarboxamide